5-chloro-2-(difluoromethyl)-N-((1r,4r)-4-((3-(5-(2-hydroxyethoxy)pyrazin-2-yl)-2-oxo-2,3-dihydro-1H-benzo[d]imidazol-1-yl)methyl)cyclohexyl)nicotinamide ClC=1C=NC(=C(C(=O)NC2CCC(CC2)CN2C(N(C3=C2C=CC=C3)C3=NC=C(N=C3)OCCO)=O)C1)C(F)F